C(#N)C=1C=C(C2=C(NC(=N2)C=2C(=NC=C(C2N2CCC(CC2)NC(OC(C)(C)C)=O)C2=CC(=CC(=C2)C)F)N(C)C)C1)OC tert-butyl N-{1-[3-(6-cyano-4-methoxy-1H-1,3-benzodiazol-2-yl)-2-(dimethylamino)-5-(3-fluoro-5-methylphenyl)pyridin-4-yl]piperidin-4-yl}carbamate